C(=N)N.[Cs].[I] iodine cesium formamidine